C12CN(CC(CC1)N2)C=2C1=C(N=C(N2)OC([2H])([2H])C23CCCN3CCC2)CN(CC1)C=1C=C(C=C(C1C(F)(F)F)Cl)O 3-(4-(3,8-Diazabicyclo[3.2.1]octan-3-yl)-2-((tetrahydro-1H-pyrrolizin-7a(5H)-yl)methoxy-d2)-5,8-dihydropyrido[3,4-d]pyrimidin-7(6H)-yl)-5-chloro-4-(trifluoromethyl)phenol